N-(5-methyl-1,3,4-oxadiazol-2-yl)-2-(4-chlorophenoxy)benzamide Ethyl-(tert-butoxycarbonyl)-L-serinate C(C)N([C@@H](CO)C(=O)O)C(=O)OC(C)(C)C.CC1=NN=C(O1)NC(C1=C(C=CC=C1)OC1=CC=C(C=C1)Cl)=O